(4-methyl-3-(pyridin-2-yl)phenyl)cyclopropanecarboxamide CC1=C(C=C(C=C1)C1(CC1)C(=O)N)C1=NC=CC=C1